NC=1C=2N(C=CN1)C(=CC2C2=CC=C(C=C2)NC(C2=CN=CC(=C2O)C2=CC=C(C=C2)F)=O)C2CCN(CC2)C(C(C)C)=O N-(4-(1-amino-6-(1-isobutyrylpiperidin-4-yl)pyrrolo[1,2-a]pyrazin-8-yl)phenyl)-5-(4-fluorophenyl)-4-hydroxynicotinamide